ethyl 1-[3-(trifluoromethoxy) cyclobutyl]-1H-pyrazole-3-carboxylate FC(OC1CC(C1)N1N=C(C=C1)C(=O)OCC)(F)F